(1H-benzotriazole-1-yl)-1,1,3,3-tetramethyluronium N1(N=NC2=C1C=CC=C2)OC(=[N+](C)C)N(C)C